COC1=CC=C(C=C1)C(OCC1(CN(CC1(C)CO)C(CCCCCCCCC(=O)[O-])=O)C)(C1=CC=CC=C1)C1=CC=C(C=C1)OC.[Li+] Racemic-(cis)-lithium 10-(3-((bis(4-methoxyphenyl) (phenyl) methoxy) methyl)-4-(hydroxymethyl)-3,4-dimethylpyrrolidin-1-yl)-10-oxodecanoate